FC(S(=O)(=O)ON=C(C1=CC=CC=C1)C#N)(F)F (trifluoromethylsulfonyloxy-imino)benzyl cyanide